tert-butyl (2S,3S)-2-((4-fluorophenyl)(methyl)carbamoyl)-3-hydroxypyrrolidine-1-carboxylate FC1=CC=C(C=C1)N(C(=O)[C@H]1N(CC[C@@H]1O)C(=O)OC(C)(C)C)C